12-oxolauric acid O=CCCCCCCCCCCC(=O)O